FC(C(=O)NCC(=O)O)(F)F (2,2,2-trifluoroacetamido)acetic acid